OC(CC1=CC2=CC=CC=C2C=C1)(C1=NC2=CC=CC=C2C=C1)C1=CC=CC(=N1)O 6-(1-hydroxy-2-(naphthalen-2-yl)-1-(quinolin-2-yl)ethyl)pyridin-2-ol